2,2,2-trichloroethyl N-[5-tert-butyl-2-[4-(morpholinomethyl)phenyl]pyrazol-3-yl]carbamate C(C)(C)(C)C=1C=C(N(N1)C1=CC=C(C=C1)CN1CCOCC1)NC(OCC(Cl)(Cl)Cl)=O